CC1=C(C(=CC=C1)C)N(C(C1=C(C=CC=C1C)C)=O)CC N-(2,6-dimethylphenyl)-N-ethyl-2,6-dimethylbenzamide